2-((R,E)-4-Phenylbut-3-en-2-yl)-5-((E)-styryl)pyridine C1(=CC=CC=C1)/C=C/[C@@H](C)C1=NC=C(C=C1)\C=C\C1=CC=CC=C1